CN(C(CC(=O)OC1C[C@H](N(C1)CCCCCC(OCCCCCCCCCCC)=O)C(=O)OCCCCCCCC(=O)OC(CCCCCCCC)CCCCCCCC)C)C [8-(1-octylnonoxy)-8-oxo-octyl] (2S)-4-[3-(dimethylamino) butanoyloxy]-1-(6-oxo-6-undecoxy-hexyl)pyrrolidine-2-carboxylate